F[C@@H]1CN(CC1)[C@H](C)C1=CC(=C2CN(C(C2=C1)=O)C1=CC(=CC=C1)C1(COC1)CC1=NN=CN1C)C(F)(F)F 6-((R)-1-((S)-3-Fluoropyrrolidin-1-yl)ethyl)-2-(3-(3-((4-methyl-4H-1,2,4-triazol-3-yl)methyl)oxetan-3-yl)phenyl)-4-(trifluoromethyl)isoindolin-1-one